FC(C(=O)O)(F)F.FC(C1=CC=CC(=N1)NC(=O)C1=CC=2C(C=N1)=NN(C2)CC2COCC2)F N-(6-(difluoromethyl)pyridin-2-yl)-2-((tetrahydrofuran-3-yl)methyl)-2H-pyrazolo[3,4-c]pyridine-5-carboxamide trifluoroacetate